NC1=NC(N(C=C1)[C@@H]1O[C@@]([C@H](C1)O)(CO)CF)=O 4-amino-1-((2R,4S,5R)-5-(fluoromethyl)-4-hydroxy-5-(hydroxymethyl)tetrahydrofuran-2-yl)pyrimidin-2(1H)-one